1-((6-cyclopropylimidazo[1,2-a]pyridin-2-yl)methyl)-N-(2-fluoro-3-methoxy-6-(pyrazolo[1,5-a]pyridin-2-yl)benzyl)-1H-1,2,3-triazole-4-carboxamide C1(CC1)C=1C=CC=2N(C1)C=C(N2)CN2N=NC(=C2)C(=O)NCC2=C(C(=CC=C2C2=NN1C(C=CC=C1)=C2)OC)F